NC1=C(C=C(C(=O)[O-])C=C1NCC1OCC1)OCC 4-amino-3-ethoxy-5-((oxetan-2-ylmethyl)amino)benzoate